2-(4-Cyclopropyl-2-((4-(((1,1,1,3,3,3-hexafluoropropan-2-yl)oxy)carbonyl)piperazin-1-yl)methyl)phenoxy)-2-methylpropanoic acid C1(CC1)C1=CC(=C(OC(C(=O)O)(C)C)C=C1)CN1CCN(CC1)C(=O)OC(C(F)(F)F)C(F)(F)F